BrC=1C=CC(=C(C1)NCC(CCCO)C)[N+](=O)[O-] 5-((5-bromo-2-nitrophenyl)amino)-4-methylpentane-1-ol